C(C)(C)(C)C1=C(C=CC(=C1O)C)C 6-tert-butyl-2,5-dimethylphenol